C(N)(=O)C1=CC(=NC(=C1F)Cl)C[C@@]1(C[C@H](N(CC1)CC1=C(C(=CC=C1)Cl)F)C)C(=O)OC(C)(C)C tert-butyl (2R,4R)-4-((4-carbamoyl-6-chloro-5-fluoropyridin-2-yl) methyl)-1-(3-chloro-2-fluorobenzyl)-2-methylpiperidine-4-carboxylate